(4-bromo-2H-indazol-2-yl)piperidine-2,6-dione BrC=1C2=CN(N=C2C=CC1)N1C(CCCC1=O)=O